Ethyl 6-isopropyl-10,11-dimethoxy-2-oxo-2,6,7,8-tetrahydrobenzo[e]pyrido[1,2-a]azepine-3-carboxylate C(C)(C)C1C2=C(C(=CC=3N1C=C(C(C3)=O)C(=O)OCC)OC)C(=CCC2)OC